2-(2',4'-dimethyl-[1,1'-biphenyl]-2-yl)-3-ethylimidazo[1,2-a]pyridine-7-carboxylic acid CC1=C(C=CC(=C1)C)C1=C(C=CC=C1)C=1N=C2N(C=CC(=C2)C(=O)O)C1CC